C(C(C)C)N1CCOCC1 4-Isobutylmorpholine